C[SiH](C#CC[C@@H](C)[C@H]1CC[C@H]2\C(\CCC[C@]12C)=C\C=C\1/C([C@H](C[C@@H](C1)O)O)=C)C (1R,3S,Z)-5-(2-{(1R,3aS,7aR,E)-1-[(R)-5-(Dimethylsilyl)pent-4-yn-2-yl]-7a-methyl-octahydro-4H-inden-4-ylidene}ethylidene)-4-methylenecyclohexane-1,3-diol